C1(CCCC1)C(C(=O)O)C(=O)O Cyclopentyl-malonic acid